(4-((dimethylamino)methyl)phenyl)borate hydrochloride Cl.CN(C)CC1=CC=C(C=C1)OB(O)O